N-hydroxynaphthalimide triflate C1=CC2=C3C(=C1)C(=O)N(C(=O)C3=CC=C2)OS(=O)(=O)C(F)(F)F